FC=1C(=NC(=NC1)N1C[C@H]([C@H](CC1)OC)F)NC1=CC(=C(C=N1)C1=NC=C(C=C1)OC1CCN(CC1)C)NC1CCC(CC1)(O)C (1s,4s)-4-((6'-((5-Fluoro-2-((3R,4S)-3-fluoro-4-methoxypiperidin-1-yl)pyrimidin-4-yl)amino)-5-((1-methylpiperidin-4-yl)oxy)-[2,3'-bipyridin]-4'-yl)amino)-1-methylcyclohexan-1-ol